ClC1=C(C=CC=C1)S(=O)(=O)NC1=NC(=C(C=C1)C=1C=C2C=NC(=NC2=C(C1)CC)N[C@H]1[C@H](C[C@@H](CC1)N(C)C)F)C 2-chloro-N-(5-(2-(((1R,2S,4R)-4-(dimethylamino)-2-fluorocyclohexyl)amino)-8-ethylquinazolin-6-yl)-6-methylpyridin-2-yl)benzenesulfonamide